C(C=C)(=O)OCCOC1=C(C=C(C=C1)C(C)C)C1=CC=CC=C1 2-(p-isopropylphenyl-phenoxy)-ethyl acrylate